CS(=O)(=O)OCC1CN(CCO1)C(=O)OC(C)(C)C tert-butyl 2-(((methylsulfonyl)oxy)-methyl)morpholine-4-carboxylate